C(#N)C=1C=NN2C1C(=CC(=C2C)OCC(C)(C)O)C=2C=CC(=NC2)N2CC1N(C(C2)C1)C(=O)OC(C)(C)C Tert-butyl 3-(5-(3-cyano-6-(2-hydroxy-2-methylpropoxy)-7-methylpyrazolo[1,5-a]pyridin-4-yl)pyridin-2-yl)-3,6-diazabicyclo[3.1.1]heptane-6-carboxylate